(2S,4R)-4-hydroxy-1-(3-methyl-2-(3-methylisoxazol-5-yl)butanoyl)-N-(4-(4-methylthiazol-5-yl)-2-(piperidin-4-yloxy)benzyl)pyrrolidine-2-carboxamide O[C@@H]1C[C@H](N(C1)C(C(C(C)C)C1=CC(=NO1)C)=O)C(=O)NCC1=C(C=C(C=C1)C1=C(N=CS1)C)OC1CCNCC1